FC(CCCN1N=CC(=C1)NC1=NC(=NC=C1)C1=CC=C(C=C1)N1C(NCC1)=O)(F)F 1-(4-(4-((1-(4,4,4-trifluorobutyl)-1H-pyrazol-4-yl)amino)pyrimidin-2-yl)phenyl)imidazolidin-2-one